N-isopropyl-5-methoxy-N-methyl-tryptamine C(C)(C)N(CCC1=CNC2=CC=C(C=C12)OC)C